(Z)-1-(2-Hydroxyphenyl)-3-(3-methoxyphenyl)prop-2-en-1-one OC1=C(C=CC=C1)C(\C=C/C1=CC(=CC=C1)OC)=O